tert-butyl 4-[5-cyclobutyl-1-(2,2-difluoro-1,3-benzodioxol-5-yl)pyrazol-3-yl]piperazine-1-carboxylate C1(CCC1)C1=CC(=NN1C1=CC2=C(OC(O2)(F)F)C=C1)N1CCN(CC1)C(=O)OC(C)(C)C